OC([C@H](N)C(=O)O)CCCN β-hydroxylysine